CC=1C(=C(C(=O)O)C(=CC1OS(=O)(=O)C1=CC=C(C)C=C1)OS(=O)(=O)C1=CC=C(C)C=C1)OCC1=NC=CC=C1 3-methyl-2-(pyridin-2-ylmethoxy)-4,6-bis(tosyloxy)benzoic acid